4-hydroxy-N,N,2-trimethyl-1-p-toluenesulfonyl-1H-benzo[D]imidazole-6-carboxamide OC1=CC(=CC=2N(C(=NC21)C)S(=O)(=O)C2=CC=C(C)C=C2)C(=O)N(C)C